B(C1=CC=C(C=C1)S(=O)(=O)NC(=O)C)(O)O (4-(N-acetylsulfamoyl)phenyl)boronic acid